FC(C=CC(=O)O)(F)F trifluorobut-2-enoic acid